O=C1N(N=C(C2=CC=CC=C12)C(F)(F)F)NC(CCC1=CC=CC=C1)=O N-[1-oxo-4-(trifluoromethyl)phthalazin-2(1H)-yl]-3-phenylpropanamide